[Mg].[In] indium-magnesium